C(C)(C)(C)OC(=O)N1NC(C=C1C1=CC(=CC=C1)OCCCC1=C(C(=CC=C1)C(C)(C)C)N1C(C(N(CC1)C1=C(C=CC(=C1)Cl)N1N=NN=C1)=O)=O)=O (S)-5-(3-(2-(4-(5-chloro-2-(1H-tetrazol-1-yl)phenyl)-2,3-dioxopiperazin-1-yl)-3-tert-butylphenylpropoxy)phenyl)-3-oxo-2,3-dihydro-1H-pyrazole-1-carboxylic acid tert-butyl ester